1-[(S)-tetrahydro-2H-pyran-3-yl]-3-{[4-(2-amino-8-methoxy-4-quinazolinyl)-1H-1,2,3-triazol-1-yl]methyl}-1H-pyridin-2-one O1C[C@H](CCC1)N1C(C(=CC=C1)CN1N=NC(=C1)C1=NC(=NC2=C(C=CC=C12)OC)N)=O